C(C)(=O)ON=C(C=O)CC1CCCCC1 3-cyclohexyl-propane-1,2-dione-2-(O-acetyloxime)